(2S)-N-[(1S)-1-cyano-2-{4'-cyano-3-fluoro-[1,1'-biphenyl]-4-yl}ethyl]-1,4-oxazepane-2-carboxamide C(#N)[C@H](CC1=C(C=C(C=C1)C1=CC=C(C=C1)C#N)F)NC(=O)[C@H]1OCCCNC1